{4''-(naphthalene-1-yl)-1,1':2',1''-terphenyl-5'-yl}-{4-(naphthalene-2-yl)phenyl}amine C1(=CC=CC2=CC=CC=C12)C1=CC=C(C=C1)C=1C(=CC(=CC1)NC1=CC=C(C=C1)C1=CC2=CC=CC=C2C=C1)C1=CC=CC=C1